valine-HCl Cl.N[C@@H](C(C)C)C(=O)O